ClC=1C=C2C(=C(NC2=CC1)C(=O)OCC(C)C)C=1N=NN(C1)CC1CCN(CC1)CCNS(=O)(=O)C1=CC=C(C=C1)CC isobutyl 5-chloro-3-(1-((1-(2-((4-ethylphenyl)sulfonamido)ethyl)piperidin-4-yl)methyl)-1H-1,2,3-triazol-4-yl)-1H-indole-2-carboxylate